CC=1NC2=CC=CC=C2C1N 2-methyl-1H-indol-3-amine